2-(4-bromo-3-methoxyphenyl)-2-methylpropanamide BrC1=C(C=C(C=C1)C(C(=O)N)(C)C)OC